2,5,8,11,14,17,20,23-Octaoxahexacosane-26-oic acid COCCOCCOCCOCCOCCOCCOCCOCCC(=O)O